NCC(C=1SC=C(N1)CO)N1C(=CC=C1C=1C=NC(=CC1)Cl)C(=O)N (2-amino-1-(4-(hydroxymethyl)thiazol-2-yl)ethyl)-5-(6-chloropyridin-3-yl)-1H-pyrrole-2-carboxamide